N[C@H]1CN(CCC1)C(=O)C=1C=C(C=2N(C1)N=C(C2C)C=2N(C1=CC(=CC=C1C2)C2=CC=C(C=C2)NS(=O)(=O)C)CC2CC2)OC N-[4-(2-{6-[(3R)-3-Aminopiperidine-1-carbonyl]-4-methoxy-3-methylpyrazolo[1,5-a]pyridin-2-yl}-1-(cyclopropylmethyl)-1H-indol-6-yl)phenyl]methanesulfonamide